C(C)(C)(C)OC(=O)N1C[C@H](OC[C@H]1C1=CC=C(C=C1)N1C(=CC2=C1N=CNC2=O)Cl)C (2r,5r)-5-(4-(6-chloro-4-oxo-3,4-dihydro-7H-pyrrolo[2,3-d]pyrimidin-7-yl)phenyl)-2-methylmorpholine-4-carboxylic acid tert-butyl ester